[Br-].COC1=C(C=CC=C1C1=NN(C=N1)C([2H])([2H])[2H])NC1=CC(=NC=C1C(CC([2H])([2H])[2H])=O)NC(=O)C1CC1 N-(4-((2-methoxy-3-(1-(methyl-d3)-1H-1,2,4-triazol-3-yl)phenyl)amino)-5-(propanoyl-3,3,3-d3)pyridin-2-yl)cyclopropanecarboxamide, hydrogen bromide salt